4-(bromomethyl)benzyltrimethylammonium bromide [Br-].BrCC1=CC=C(C[N+](C)(C)C)C=C1